3-(1-Oxo-5-(4-(2-(piperidin-4-yl)acetyl)piperazin-1-yl)isoindolin-2-yl)piperidine-2,6-dione hydrochloride Cl.O=C1N(CC2=CC(=CC=C12)N1CCN(CC1)C(CC1CCNCC1)=O)C1C(NC(CC1)=O)=O